5-(2'-amino-5-chloro-2,4'-difluoro-[1,1'-biphenyl]-4-carboxamido)-3-chloro-N-(2-(trifluoromethoxy)ethyl)picolinamide NC1=C(C=CC(=C1)F)C1=C(C=C(C(=C1)Cl)C(=O)NC=1C=C(C(=NC1)C(=O)NCCOC(F)(F)F)Cl)F